N[C@H](C)C=1C=C(C=C2C(N(C(=NC12)C=1C=NC=CC1)C)=O)C (R)-8-(1-aminoethyl)-3,6-dimethyl-2-(pyridin-3-yl)quinazolin-4(3H)-one